C(C)(C)(C)N(C(CN1N=C(C(=C1)NC(=O)C=1C=NN2C1N=CC=C2)C2=C(C=CC(=C2)Cl)OC)=O)C N-(1-(2-(tert-butyl(methyl)amino)-2-oxoethyl)-3-(5-chloro-2-methoxyphenyl)-1H-pyrazol-4-yl)pyrazolo[1,5-a]pyrimidine-3-carboxamide